N-(5-Bromo-2-(4-(dimethylamino)butoxy)pyridin-3-yl)cyclopropanesulfonamide BrC=1C=C(C(=NC1)OCCCCN(C)C)NS(=O)(=O)C1CC1